NC1=CC=C(C=C1)CC1=C(C=C(C=C1)N)OCCCC 4-((4-aminophenyl)methyl)-3-butoxybenzenamine